4-(dimethylamino)benzene CN(C1=CC=CC=C1)C